FC1=CC=C(C=C1)C=1SC(=CN1)S(=O)(=O)NC=1SC2=C(N1)C=C(C=C2)C(=O)OC methyl 2-[2-(4-fluorophenyl)-1,3-thiazole-5-sulfonamido]-1,3-benzothiazole-5-carboxylate